FCC1N(CCN(C1)C1=CC(=C(C=C1)OC(F)(F)F)[N+](=O)[O-])C 2-(fluoromethyl)-1-methyl-4-(3-nitro-4-(trifluoromethoxy)phenyl)piperazine